2-methoxy-3-methyl-5-(4,4,5,5-tetramethyl-1,3,2-dioxaborolan-2-yl)pyridine COC1=NC=C(C=C1C)B1OC(C(O1)(C)C)(C)C